methyl 2-((2-hydroxyethyl)amino)-5-(3-((4-phenethoxyphenyl)-carbamoyl)phenyl)nicotinate OCCNC1=C(C(=O)OC)C=C(C=N1)C1=CC(=CC=C1)C(NC1=CC=C(C=C1)OCCC1=CC=CC=C1)=O